C1=CC=CC=2OC3=CC=CC=C3C(C12)C(C(=O)O)CC(=O)O xanthyl-succinic acid